tert-butyl N-[1-(6-methyl-3-pyridyl)-3-piperidyl]carbamate CC1=CC=C(C=N1)N1CC(CCC1)NC(OC(C)(C)C)=O